4-(1-carbamimidoyl-1,2,3,6-tetrahydro-pyridin-4-yl)-N-[4-(1-carbamimidoyl-1,2,3,6-tetrahydro-pyridin-4-yl)-3-methoxy-phenyl]-2-fluoro-benzamide C(N)(=N)N1CCC(=CC1)C1=CC(=C(C(=O)NC2=CC(=C(C=C2)C=2CCN(CC2)C(N)=N)OC)C=C1)F